C(C)(C)(C)OC(=O)N1C[C@@H](CC1)NC1CCCC1 (R)-3-(cyclopentylamino)pyrrolidine-1-carboxylic acid tert-butyl ester